ONC(=O)C=1C=NC(=NC1)N(C)CC1=CC=2N=C(N=C(C2S1)N1CCOCC1)C1=CC(=C(C=C1)[N+](=O)[O-])O N-Hydroxy-2-(((2-(3-hydroxy-4-nitrophenyl)-4-morpholinothieno[3,2-d]pyrimidin-6-yl)methyl)(methyl)amino)pyrimidine-5-carboxamide